N-(4-(4-amino-7-methyl-7H-pyrrolo[2,3-d]pyrimidin-5-yl)-3-methylphenyl)-2-methoxy-2-phenylacetamide NC=1C2=C(N=CN1)N(C=C2C2=C(C=C(C=C2)NC(C(C2=CC=CC=C2)OC)=O)C)C